n-Propylthiouracil CCCN1C(=O)C=CNC1=S